FC1=CC=C(C=C1)[C@H]1[C@@H](C1)NCC[C@@H](C(=O)N1CCN(CC1)S(=O)(=O)C)NC(CC1=CC2=CC=CC=C2C=C1)=O N-((S)-4-((1R,2S)-2-(4-fluorophenyl)cyclopropylamino)-1-(4-(methylsulfonyl)piperazin-1-yl)-1-oxobutan-2-yl)-2-(naphthalen-2-yl)acetamide